(tert-butoxy(Carbonyl)amino)-4-oxobutanoic acid C(C)(C)(C)OC(=O)NC(C(=O)O)CC=O